BrC1=NC(=NC=C1)OCC1=C(C=C(C=C1)Cl)F 4-bromo-2-((4-chloro-2-fluorobenzyl)oxy)pyrimidine